C(#N)OC1(CC=C(C=C1)S(=O)(=O)C1=CCC(C=C1)(OC#N)OC#N)OC#N bis(4,4-dicyanooxyphenyl) sulfone